Diethylcarbonat C(C)OC(OCC)=O